N1=CC=C(C=C1)C1=NN=C(S1)N 5-(pyridin-4-yl)-1,3,4-thiadiazol-2-amine